methyl (1R,5S,6R)-3-azabicyclo[3.1.0]hexane-6-carboxylate hydrochloride COC(=O)C1[C@H]2[C@@H]1CNC2.Cl